C(C)(C)(C)N(C(O)=O)[C@@H]1CN(CCC1)CC1=CC(=CC(=C1)N1C=NC(=C1)C)NC(C1=NC=CC(=C1)C1=CC(=C(C=C1)OC)OC)=O.C(#N)C1CCNCC1 (4-cyano)piperidine tert-butyl-(S)-(1-(3-(4-(3,4-dimethoxyphenyl)picolinamido)-5-(4-methyl-1H-imidazol-1-yl)benzyl)piperidin-3-yl)carbamate